ClC=1C=2N(C=CN1)C(=CN2)C2=CC(=C(C=C2)OC)Cl 8-chloro-3-(3-chloro-4-methoxyphenyl)imidazo[1,2-a]Pyrazine